diethyl-(2-methoxyethyl)methylammonium C(C)[N+](C)(CCOC)CC